4-[4-(cyclopropanecarbonylamino)-2-pyrrolidin-1-ylbenzoyl]-3-pyridin-3-ylpiperazine-1-carboxylic acid tert-butyl ester C(C)(C)(C)OC(=O)N1CC(N(CC1)C(C1=C(C=C(C=C1)NC(=O)C1CC1)N1CCCC1)=O)C=1C=NC=CC1